6-methyl-5-oxo-3,4,5,6-tetrahydro-2,6-naphthyridine-2,8(1H)-dicarboxylic acid 2-(tert-butyl) ester 8-ethyl ester C(C)OC(=O)C1=CN(C(C=2CCN(CC12)C(=O)OC(C)(C)C)=O)C